4-bromo-2-{[(3S)-3-fluoropyrrolidin-1-yl]methyl}-1-{[2-(trimethylsilyl)ethoxy]methyl}-1,6-dihydro-7H-pyrrolo[2,3-c]pyridin-7-one BrC=1C2=C(C(NC1)=O)N(C(=C2)CN2C[C@H](CC2)F)COCC[Si](C)(C)C